C1(CC1)NC(=O)NC=1C=NN2C1N=C(C=C2NC)NC2=CC(=CC=1OCCOC12)F 1-cyclopropyl-3-(5-((7-fluoro-2,3-dihydrobenzo[b][1,4]dioxin-5-yl)amino)-7-(methylamino)pyrazolo[1,5-a]pyrimidin-3-yl)urea